O[C@@]1(C[C@@H](CCC1)N1CCC2=C1N=NC(=C2)C2=C(C=C(C=C2C)C(F)(F)F)O)C 2-(7-((1R,3S)-3-hydroxy-3-methyl-cyclohexyl)-6,7-di-hydro-5H-pyrrolo-[2,3-c]pyridazin-3-yl)-3-methyl-5-(trifluoromethyl)phenol